O1OSCCC1 Dioxathian